(S*)-1-(3-Bromo-1-methyl-1H-1,2,4-triazol-5-yl)ethan-1-ol BrC1=NN(C(=N1)[C@H](C)O)C |o1:6|